boc-aspartic acid C(=O)(OC(C)(C)C)N[C@@H](CC(=O)O)C(=O)O